COC=1C=C(C=CC1)/C=C/C(=O)O (E)-3-(3-methoxyphenyl)acrylic acid